(1-(((8-chloro-[1,2,4]triazolo[4,3-a]quinazolin-5-yl)(methyl)amino)-[1,1'-biphenyl]-4-yl)cyclopropyl)methanol ClC1=CC=C2C(=NC=3N(C2=C1)C=NN3)N(C)C3=C(C=CC(=C3)C3(CC3)CO)C3=CC=CC=C3